N-((1s,4s)-4-((7-morpholinoimidazo[1,2-c]pyrimidin-5-yl)oxy)cyclohexyl)pyridazine-4-carboxamide O1CCN(CC1)C1=CC=2N(C(=N1)OC1CCC(CC1)NC(=O)C1=CN=NC=C1)C=CN2